C(C)N(CCC(=O)OC)C=1SC(=CN1)C(=O)O (ethyl-(3-methoxy-3-oxopropyl)amino)thiazole-5-carboxylic acid